tert-butyl (R)-(2-hydroxy-1-(4-(pyridin-3-yl)phenyl)ethyl)carbamate OC[C@@H](C1=CC=C(C=C1)C=1C=NC=CC1)NC(OC(C)(C)C)=O